5-((R)-1-((R)-2-(Boc-amino)propanamido)ethyl)-3-(4-(cyclopentyloxy)phenyl)-1,2,4-oxadiazole C(=O)(OC(C)(C)C)N[C@@H](C(=O)N[C@H](C)C1=NC(=NO1)C1=CC=C(C=C1)OC1CCCC1)C